2'-(ethoxymethyl)-[1,1'-biphenyl]-2-sulfanilamide C(C)OCC1=C(C=CC=C1)C=1C(=CC=CC1)C=1C=CC=C(C1S(=O)(=O)N)N